2-Methyl-7-(3-(piperidine-1-carbonyl)pyrazolo[1,5-a]Pyridin-7-yl)isoquinoline-1(2H)-one CN1C(C2=CC(=CC=C2C=C1)C1=CC=CC=2N1N=CC2C(=O)N2CCCCC2)=O